8-[(1R)-1-[(2,6-dimethyl-3-pyridinyl)amino]ethyl]-2-ethylsulfanyl-3,6-dimethyl-benzopyran-4-one CC1=NC(=CC=C1N[C@H](C)C1=CC(=CC=2C(C(=C(OC21)SCC)C)=O)C)C